3-fluoro-5-(1,3-oxazol-2-yl)-2-[4-(2H-1,2,3,4-tetrazol-5-yl)phenoxy]Pyridine FC=1C(=NC=C(C1)C=1OC=CN1)OC1=CC=C(C=C1)C=1N=NNN1